tert-butyl 4-[4-[8-chloro-7-[(2-methyl-3H-benzimidazol-5-yl)oxy]quinoxalin-2-yl]pyrazol-1-yl]piperidine-1-carboxylate ClC=1C(=CC=C2N=CC(=NC12)C=1C=NN(C1)C1CCN(CC1)C(=O)OC(C)(C)C)OC1=CC2=C(N=C(N2)C)C=C1